CN1N=C2C=CC(=CC2=C1)N1N=C2C(=C(C1=O)C=1C=NC(=CC1)C)N(C=C2C#N)CCC 2-(2-methyl-2H-indazol-5-yl)-4-(6-methylpyridin-3-yl)-3-oxo-5-propyl-3,5-dihydro-2H-pyrrolo[3,2-c]pyridazine-7-carbonitrile